FC(C1=C(C=NC=C1)C1CCC(CC1)CC(=O)OCC)F ethyl 2-(4-(4-(difluoromethyl)pyridin-3-yl)cyclohexyl)acetate